Iridium (III) bis[(biphenylyl)quinoline] C1(=C(C=CC=C1)C1=NC2=CC=CC=C2C=C1)C1=CC=CC=C1.C1(=C(C=CC=C1)C1=NC2=CC=CC=C2C=C1)C1=CC=CC=C1.[Ir+3]